C(N)(OCC(C1CCN(CC1)C1=NC=NC2=CC(=C(C=C12)OC)OC)C(C)(C)C)=O tert-butyl-(2-(1-(6,7-dimethoxyquinazolin-4-yl) piperidin-4-yl) ethyl) carbamate